N-(1-(3-chlorophenyl)-6-(3-fluorophenyl)-6-pyrazolo[3,4-d]pyrimidin-yl)-5-nitrothiophene-carboxamide ClC=1C=C(C=CC1)N1NC=C2C1=NC(N=C2)(C2=CC(=CC=C2)F)NC(=O)C=2SC(=CC2)[N+](=O)[O-]